ClC1=CC(=C(COC2=CC=CC(=N2)N2CCN(CC2)CC2=NC3=C(N2C)C=C(C=C3OC(F)F)C(=O)O)C=C1)F 2-((4-(6-((4-Chloro-2-fluorobenzyl)oxy)pyridin-2-yl)piperazin-1-yl)methyl)-4-(difluoromethoxy)-1-methyl-1H-benzo[d]imidazole-6-carboxylic acid